N-(6-(2H-1,2,3-triazol-2-yl)-5-(trifluoromethyl)pyridin-3-yl)-5-bromo-2,4'-difluoro-2'-iodo-[1,1'-biphenyl]-4-carboxamide N=1N(N=CC1)C1=C(C=C(C=N1)NC(=O)C1=CC(=C(C=C1Br)C1=C(C=C(C=C1)F)I)F)C(F)(F)F